FC(C)(F)[C@@H]1C[C@@H](CC1)N1C(C(=CC=C1)NC(C1=C(C=C(C=C1)NS(=O)(=O)CCO)N1CC[Si](CC1)(C)C)=O)=O N-(1-((1R,3S)-3-(1,1-difluoroethyl)cyclopentyl)-2-oxo-1,2-dihydropyridin-3-yl)-2-(4,4-dimethyl-1,4-azasilinan-1-yl)-4-((2-hydroxyethyl)sulfonamido)benzamide